FC1(C(NC2=C(O1)C=C(C(=C2)C2=C(C(=C(C(=C2)F)F)F)F)F)=O)F 2,2,7-trifluoro-6-(2,3,4,5-tetrafluorophenyl)-2H-benzo[b][1,4]oxazin-3(4H)-one